ClC1=C(C=C2C(=C(NC2=C1)C(=O)NCC=1C=C2C(N(CC2=CC1)C1C(NC(CC1)=O)=O)=O)C)C 6-chloro-N-((2-(2,6-dioxopiperidin-3-yl)-3-oxoisoindolin-5-yl)methyl)-3,5-dimethyl-1H-indole-2-carboxamide